ClC1=C2C(=NC=C1)NC(=C2C=2C=CC(=C(C2)NC(C=C)=O)C)C2=CC=C(C=C2)N2CCN(CC2)CC N-(5-(4-chloro-2-(4-(4-ethylpiperazin-1-yl)phenyl)-1H-pyrrolo[2,3-b]pyridin-3-yl)-2-methylphenyl)acrylamide